N-tert-butyl-1,1-dimethyl-1-(2-methyl-1H-benzo[b]indeno[4,5-d]thiophen-1-yl)silanylamine C(C)(C)(C)N[Si](C1C(=CC=2C=CC3=C(C4=C(S3)C=CC=C4)C12)C)(C)C